(S)-tert-butyl 4-(2-chloro-4-(9-chloro-3-methyl-10-oxo-10H-chromeno[3,2-b]pyridin-4-yl)phenyl)-2-methylpiperazine-1-carboxylate ClC1=C(C=CC(=C1)C1=C2C(=NC=C1C)C(C=1C(=CC=CC1O2)Cl)=O)N2C[C@@H](N(CC2)C(=O)OC(C)(C)C)C